O=C1N(C(C2=CC=CC=C12)=O)C[C@H](CC1=CC2=C(N(C(O2)=O)COCC[Si](C)(C)C)C=C1)NC(OC(C)(C)C)=O tert-butyl N-[(2S)-1-(1,3-dioxo-2,3-dihydro-1H-isoindol-2-yl)-3-(2-oxo-3-{[2-(trimethylsilyl)ethoxy]methyl}-2,3-dihydro-1,3-benzoxazol-6-yl)propan-2-yl]carbamate